FC(C1=C(C=CC=C1)\C=C\C(=O)C1=C(C=CC=C1)OC)(F)F 2-trifluoromethyl-2'-methoxychalcone